carbon tetrabutane CCCC.CCCC.CCCC.CCCC.[C]